C(CCCCCC)C(COC(CCCCC)=O)CCCCCCC hexanoic acid 2-heptylnonyl ester